1-[2-(3,3-dimethyl-oxiranyl)-ethyl]-1-methyl-allyl acetate C(C)(=O)OC(C=C)(C)CCC1OC1(C)C